2,3-diiodobenzylsulfide IC1=C(CSCC2=C(C(=CC=C2)I)I)C=CC=C1I